COC(=O)C=1N=CC2=C(N1)C1(OC2)CCCC1 5'H-spiro[cyclopentane-1,7'-furo[3,4-d]pyrimidine]-2'-carboxylic acid methyl ester